(S)-4-((1-(4-cyano-3-fluorophenyl)pyrrolidin-3-yl)methoxy)-2-cyclopropylpyrimidine-5-carbonitrile C(#N)C1=C(C=C(C=C1)N1C[C@H](CC1)COC1=NC(=NC=C1C#N)C1CC1)F